N-phenylbicyclo[2.2.1]hept-5-ene-2,3-dicarboximide C1(=CC=CC=C1)N1C(=O)C2C3C=CC(C2C1=O)C3